C(C1=CC=CC=C1)OC1=CC=C(C=C1)C(=O)C1=C(NC=2N=CN=CC21)CC (4-(benzyloxy)phenyl)(6-ethyl-7H-pyrrolo[2,3-d]pyrimidin-5-yl)methanone